6-(1-((2-(2,6-dioxopiperidin-3-yl)-1,3-dioxoisoindoline-5-yl)methyl)piperidin-4-yl)-2-(4-phenoxyphenyl)nicotinamide O=C1NC(CCC1N1C(C2=CC=C(C=C2C1=O)CN1CCC(CC1)C1=NC(=C(C(=O)N)C=C1)C1=CC=C(C=C1)OC1=CC=CC=C1)=O)=O